(R)-2-(phenylseleno)-1-(thiophen-3-yl)ethan-1-ol C1(=CC=CC=C1)[Se]C[C@H](O)C1=CSC=C1